2-((1r,4r)-4-(2-(2-(4-benzylpiperidin-1-yl)-2-oxoethyl)-6-(phenylsulfonyl)imidazo[4,5-d]Pyrrolo[2,3-b]Pyridin-1(6H)-yl)cyclohexyl)acetonitrile C(C1=CC=CC=C1)C1CCN(CC1)C(CC1=NC=2C(=C3C(=NC2)N(C=C3)S(=O)(=O)C3=CC=CC=C3)N1C1CCC(CC1)CC#N)=O